O1N=CC(=C1)NC(=O)C=1N=C(N(C(C1OC)=O)C)C(C(F)(F)F)C(C1=CC=CC=C1)C1=CC=CC=C1 N-(isoxazol-4-yl)-5-methoxy-1-methyl-6-oxo-2-(1,1,1-trifluoro-3,3-diphenylpropan-2-yl)-1,6-dihydropyrimidine-4-carboxamide